1-[1-(azetidin-3-yl)-3-[7-(difluoromethyl)-6-(1-methylpyrazol-4-yl)-3,4-dihydro-2H-quinolin-1-yl]-6,7-dihydro-4H-pyrazolo[4,3-c]pyridin-5-yl]ethanone N1CC(C1)N1N=C(C=2CN(CCC21)C(C)=O)N2CCCC1=CC(=C(C=C21)C(F)F)C=2C=NN(C2)C